C(C)(C)[N+]1(CCCC1)C N-isopropyl-N-methylpyrrolidinium